C[Si](C)(C)CC1(SCCC1)C=O 2-((trimethylsilyl)methyl)tetrahydrothiophene-2-carbaldehyde